BrC=1N=CC=2N(C1)C=C(N2)NC(CC2=NN(C1=CC(=CC=C1C2=O)C(F)(F)F)C(C)C)=O N-(6-bromoimidazo[1,2-a]pyrazin-2-yl)-2-(1-isopropyl-4-oxo-7-(trifluoromethyl)-1,4-dihydrocinnolin-3-yl)acetamide